N7-(5-methyl-1H-pyrazol-3-yl)-1,6-naphthyridine-5,7-diamine bistrifluoroacetate salt FC(C(=O)O)(F)F.FC(C(=O)O)(F)F.CC1=CC(=NN1)NC=1N=C(C=2C=CC=NC2C1)N